[O-]CC.[O-]CC.[O-]CC.[NH4+].[Li+] lithium ammonium triethoxide